3,7-dichloro-5-fluoro-1-methylquinoxaline-2(1H)-one ClC=1C(N(C2=CC(=CC(=C2N1)F)Cl)C)=O